heptafluoro-butylamine FC(C(N)(F)F)(CC(F)(F)F)F